NC1=NC=NN2C1=C(C=C2C2CCN(CC2)C(C(C)C)=O)C2=CC=C(C=C2)C2=C(C(N(C(=C2C(F)F)C)C2=NC=CC=C2)=O)C(=O)N (4-(4-amino-7-(1-isobutyrylpiperidin-4-yl)pyrrolo[2,1-f][1,2,4]triazin-5-yl)phenyl)-5-(difluoromethyl)-6-methyl-2-oxo-2H-[1,2'-bipyridine]-3-carboxamide